(2-(2-(3,4-dimethoxyphenyl)-3-isopropyl-1H-indol-5-yl)oxazol-4-yl)(hexahydropyrrolo[3,4-c]pyrrol-2(1H)-yl)methanone COC=1C=C(C=CC1OC)C=1NC2=CC=C(C=C2C1C(C)C)C=1OC=C(N1)C(=O)N1CC2CNCC2C1